NC1=CC(C(NC1=NC=1C(=NN2C1C=CC(=C2C)C)OCCC)=NC=2C(=NN1C2C=CC(=C1C)C)OCCC)=N N,N'-(5-amino-3-iminopyridine-2,6(1H,3H)-diylidene)bis(6,7-dimethyl-2-propoxypyrazolo[1,5-a]pyridin-3-amine)